C(C=C)(=O)NC=1C=C(C=CC1N1[C@H](CN(CC1)C1CCOCC1)C)NC1=CN=CC(=N1)C1=C(C(=NC=C1)NC(C1=C(C=C(C=C1)C(C)(C)C)F)=O)CO (S)-N-(4-(6-((3-acrylamido-4-(2-methyl-4-(tetrahydro-2H-pyran-4-yl)piperazin-1-yl)phenyl)amino)pyrazin-2-yl)-3-(hydroxymethyl)pyridin-2-yl)-4-(tert-butyl)-2-fluorobenzamide